5'-Bromo-4'-chloro-1'-(4-methoxybenzyl)-1',2'-dihydrospiro[cyclopentane-1,3'-pyrrolo[2,3-b]pyridin]-3-one BrC=1C(=C2C(=NC1)N(CC21CC(CC1)=O)CC1=CC=C(C=C1)OC)Cl